3-{[4-methyl-2-(2-methyl-5-phenyl-1,3-thiazole-4-carbonyl)-2-azabicyclo[3.1.1]heptan-3-yl]methoxy}isoquinoline CC1C(N(C2CC1C2)C(=O)C=2N=C(SC2C2=CC=CC=C2)C)COC=2N=CC1=CC=CC=C1C2